ClC=1C=[N+](C=C(C1C[C@@H](C1=CC(=C(C=C1)OC)OC)OC(C1=CC(=C(C=C1)NS(=O)(=O)C)OCC1CC1)=O)Cl)[O-] (S)-3,5-dichloro-4-(2-(3-(cyclopropylmethoxy)-4-(methylsulfonylamino)benzoyloxy)-2-(3,4-dimethoxyphenyl)ethyl)pyridine 1-oxide